C(C1=CC=CC=C1)N1N=NC(=C1)C1=CC(=CC=C1)F 1-benzyl-4-(3-fluorophenyl)-1H-1,2,3-triazole